(1S)-6-chloro-1-(tetrahydropyran-3-ylmethyl)-2-(1H-tetrazol-5-yl)-1,3,4,9-tetrahydropyrido[3,4-b]indole ClC=1C=C2C3=C(NC2=CC1)[C@@H](N(CC3)C3=NN=NN3)CC3COCCC3